FC1=CC2=C(N(C(=N2)C)CC(CN(C(OC(C)(C)C)=O)C)OC)C(=C1)B1OC(C(O1)(C)C)(C)C tert-butyl N-[3-[5-fluoro-2-methyl-7-(4,4,5,5-tetramethyl-1,3,2-dioxaborolan-2-yl)benzimidazol-1-yl]-2-methoxy-propyl]-N-methyl-carbamate